(2R,3R,4R,5S)-4-[[3-(3-methoxy-2-pyridinyl)-4,5-dimethyl-5-(trifluoromethyl)tetrahydrofuran-2-carbonyl]amino]pyridine-2-carboxamide COC=1C(=NC=CC1)[C@@H]1[C@@H](O[C@@]([C@@H]1C)(C(F)(F)F)C)C(=O)NC1=CC(=NC=C1)C(=O)N